C(C)(C)(C)OC(=O)N1CCN(CC1)CCOC1=NC=C(C=C1)Br.BrC=1C=CC(=NC1)OCCN1CCNCC1 1-(2-((5-Bromopyridin-2-yl)oxy)ethyl)piperazine tert-Butyl-4-(2-((5-bromopyridin-2-yl)oxy)ethyl)piperazine-1-carboxylate